((2-(but-3-en-1-yl)-4-fluorophenyl)amino)-2-(trifluoromethyl)-isonicotinic acid methyl ester COC(C1=C(C(=NC=C1)C(F)(F)F)NC1=C(C=C(C=C1)F)CCC=C)=O